C[C@@]12CCC[C@@]3([C@@H]1[C@@H]([C@]45[C@H]3CC[C@](C4)(C(=C)C5)O)C(=O)O)OC2=O The molecule is a C19-gibberellin that is a pentacyclic diterpenoid responsible for promoting growth and development. Initially identified in Gibberella fujikuroi, it differs from gibberellin A1 in lacking an OH group at C-2 (gibbane numbering). It has a role as a plant metabolite and a mouse metabolite. It is a lactone, a gibberellin monocarboxylic acid and a C19-gibberellin. It is a conjugate acid of a gibberellin A20(1-).